NC=1C=CC(=C(OC2CCN(CC2)C(=O)OC(C)(C)C)C1)Cl tert-butyl 4-(5-amino-2-chlorophenoxy)piperidine-1-carboxylate